ClC=1C=C(C=C(C1)Cl)N1CCN(CC1)S(=O)(=O)C1=CC=C(C=C1)NC(=O)C=1C=C(C=CC1N(S(=O)(=O)C)C)CNC(OC(C)(C)C)=O tert-butyl N-[[3-[[4-[4-(3,5-dichlorophenyl)piperazin-1-yl]sulfonylphenyl]carbamoyl]-4-[methyl(methylsulfonyl)amino]phenyl]methyl]carbamate